(3s,4r,5r)-3,4,5-tris(benzyloxy)-1-(((1s,4s)-4-(difluoromethyl)cyclohexyl)methyl)piperidine methyl-3-((1-ethoxy-1-oxopropyl-2-yl)amino)-4-nitrobenzoate COC(C1=CC(=C(C=C1)[N+](=O)[O-])N=C(C(=O)OCC)C)=O.C(C1=CC=CC=C1)O[C@H]1CN(C[C@H](C1OCC1=CC=CC=C1)OCC1=CC=CC=C1)CC1CCC(CC1)C(F)F